sodium trimercapto-s-triazine SC1=NC(=NC(=N1)S)S.[Na]